COC([C@@H](N)CC1(CC=CC=C1)C([C@@H](N)CC(=O)O)=O)=O 1-aspartyl-L-phenylalanine methyl ester